(S)-3-(5-(4-((1-(4-(1-fluoro-7-isopropyl-3,8,9,10-tetrahydrocyclohepta[e]indazol-6-yl)phenyl)piperidin-4-yl)methyl)piperazin-1-yl)-1-oxoisoindolin-2-yl)piperidine-2,6-dione FC1=NNC=2C=CC3=C(C12)CCCC(=C3C3=CC=C(C=C3)N3CCC(CC3)CN3CCN(CC3)C=3C=C1CN(C(C1=CC3)=O)[C@@H]3C(NC(CC3)=O)=O)C(C)C